(6-chlorohexyloxy)tetrahydro-2H-pyran N1-methyl-pseudouridine-triphosphate P(O)(=O)(OP(=O)(O)OP(=O)(O)O)OC[C@@H]1[C@H]([C@H]([C@@H](O1)C1=CN(C(=O)NC1=O)C)O)O.ClCCCCCCOC1OCCCC1